CC=1SC=C(N1)CC(=O)N1CCC(CC1)CCCCNC(=O)C1=CC=2C(=CN=CC2)S1 N-(4-{1-[2-(2-methyl-1,3-thiazol-4-yl)acetyl]piperidin-4-yl}butyl)thieno[2,3-c]pyridine-2-carboxamide